C(C)(C)(C)OC(=O)N1C[C@@H](C[C@H]1COC=1C=C2C(N(C(C2=CC1)=O)C1C(NC(CC1)=O)=O)=O)N1CCN(CC1)C(=O)OCC1=CC=CC=C1 benzyl 4-[(3R,5S)-1-tert-butoxycarbonyl-5-[[2-(2,6-dioxo-3-piperidyl)-1,3-dioxo-isoindolin-5-yl]oxymethyl]pyrrolidin-3-yl]piperazine-1-carboxylate